FC=1C=C(C=CC1)CC(=O)NCC1=CC(=NC=C1)N(CC(F)(F)F)C 2-(3-Fluorophenyl)-N-((2-(methyl(2,2,2-trifluoroethyl)amino)pyridin-4-yl)methyl)acetamide